C[N@+]1(CCC2=CC(=C(C(=C2[C@H]1CC3=CC(=C(C(=C3)OC)OC)OC)OC)OC)OC)CCCOC(=O)CCC(=O)OCCC[N@@+]4(CCC5=CC(=C(C(=C5[C@H]4CC6=CC(=C(C(=C6)OC)OC)OC)OC)OC)OC)C The molecule is the (1R,2S,1'R,2'S)-diastereoisomer of doxacurium. It is a quaternary ammonium ion, a diester and a succinate ester. It is an enantiomer of a (1S,2R,1'S,2'R)-doxacurium.